O1PC=CC=C1 [1,2]oxaphosphorin